COC1=C(C=CC=C1)C1=CC(=CC=2CNS(OC21)(=O)=O)F 8-(2-methoxyphenyl)-6-fluoro-3,4-dihydrobenzo[e][1,2,3]oxathiazine 2,2-dioxide